5-(3-chloro-4-methoxyphenyl)-2-(4-fluoro-3-methoxyphenyl)benzo[d]oxazole ClC=1C=C(C=CC1OC)C=1C=CC2=C(N=C(O2)C2=CC(=C(C=C2)F)OC)C1